C(=O)(O)CCSSCCC(=O)O 3-(2-carboxyethyldisulfanyl)propionic acid